4-Chloro-7-[(3R*)-3-{6-[4-(dibutoxymethyl)piperidin-1-yl]pyridazin-3-yl}piperidin-1-yl]-1H-indole-3-carbonitrile ClC1=C2C(=CNC2=C(C=C1)N1C[C@@H](CCC1)C=1N=NC(=CC1)N1CCC(CC1)C(OCCCC)OCCCC)C#N |o1:12|